Phosphoarginine P(=O)(O)(O)N[C@@H](CCCNC(N)=N)C(=O)O